C(C)C(C(=O)OC(CN(C)CCO)C=1C=NC(=CC1)N)CCN1CCN(CC1)C=1C(=CC2=C(C(C=3NC4=CC(=CC=C4C3C2=O)C#N)(C)C)C1)CC (6-Aminopyridin-3-yl)-2-[2-hydroxyethyl-(methyl)amino]ethanol ethyl-4-(4-(3-cyano-9-ethyl-6,6-dimethyl-11-oxo-6,11-dihydro-5H-benzo[b]carbazol-8-yl)piperazin-1-yl)butanoate